[N+](=O)([O-])C1=CC=C(C=C1)N=NC1=CC=C(N)C=C1 4-(4-nitro-phenylazo)aniline